6-(5-fluoro-2,3-dihydro-1,4-benzodioxin-6-yl)-4-oxo-4,5-dihydropyrazolo[1,5-a]-pyrazine-2-carboxylic acid FC1=C(C=CC=2OCCOC21)C=2NC(C=1N(C2)N=C(C1)C(=O)O)=O